FC(CC1=C(OC2=C1C=CC=C2)C#CCNC2=C(C=C(C(=C2)F)S(=O)(=O)C)OC)F 3-(2,2-difluoroethyl)-2-(3-((5-fluoro-2-methoxy-4-(methylsulfonyl)phenyl)amino)prop-1-yn-1-yl)benzofuran